BrC1=C2C(=NC=C1)NC1=C2CCCCC1 4-Bromo-5,6,7,8,9,10-hexahydrocyclohepta[4,5]pyrrolo[2,3-b]pyridine